CN1N=C(C(=C1)B1OC(C(O1)(C)C)(C)C)C 1,3-dimethyl-4-(4,4,5,5-tetramethyl-1,3,2-dioxaborolan-2-yl)pyrazole